(2-((5-chloro-2-((4-fluoro-3-nitrophenyl)amino)pyrimidin-4-yl)amino)phenyl)phosphorus oxide ClC=1C(=NC(=NC1)NC1=CC(=C(C=C1)F)[N+](=O)[O-])NC1=C(C=CC=C1)P=O